3-(4-((difluoromethyl)sulfonamido)-3-(1-(4-fluorophenyl)-2-methoxyethoxy)phenyl)-5-((5-methylisoxazol-3-yl)amino)-1H-pyrazole FC(S(=O)(=O)NC1=C(C=C(C=C1)C1=NNC(=C1)NC1=NOC(=C1)C)OC(COC)C1=CC=C(C=C1)F)F